FC(N1N=C(C2=CC=C(C=C12)C(=O)OC)C1=CC(=CC=C1)F)F methyl 1-(difluoromethyl)-3-(3-fluorophenyl)-1H-indazole-6-carboxylate